N-(2-(aminooxy)ethyl)-2-chloro-3,4-dihydroxybenzamide NOCCNC(C1=C(C(=C(C=C1)O)O)Cl)=O